C1(CCCCC1)NC1=CC(=NC=2N1N=CC2)C2=CC=CC=C2 N-cyclohexyl-5-phenylpyrazolo[1,5-a]pyrimidin-7-amine